N-{4-[7-(Cyclopropylmethyl)-5-methyl-4-oxo-3-phenyl-4,5,6,7-tetrahydro-1H-pyrrolo[3,2-c]-pyridin-2-yl]pyridin-2-yl}-2-(4-fluorophenyl)acetamide C1(CC1)CC1C2=C(C(N(C1)C)=O)C(=C(N2)C2=CC(=NC=C2)NC(CC2=CC=C(C=C2)F)=O)C2=CC=CC=C2